C(CCCCCCCC)OCOCCCC(CC(CC(CC(CC(C)I)C)C)C)C 12-iodo-4,6,8,10-tetramethyltridecyl nonyloxymethyl ether